FC(C(=O)O)(F)F.FC(C(=O)O)(F)F.NC=1C(=NC(=CN1)C1=C(C=CC(=C1)C(C(F)(F)F)(C(=O)N)O)C)C=1C=CC(=NC1)C(=O)NC 5-(3-amino-6-(5-(3-amino-1,1,1-trifluoro-2-hydroxy-3-oxopropan-2-yl)-2-methylphenyl)pyrazin-2-yl)-N-methylpicolinamide bistrifluoroacetate